N[C@H]1[C@@H]2N(C[C@H]1CC2)C(=O)C2=CC1=C(N(C(=N1)C=1N(C3=C(C=CC=C3C1)C1CN(C1)C(=O)N)CC1CC1)C)C(=C2)OC 3-(2-{5-[(1R,4R,7R)-7-Amino-2-azabicyclo[2.2.1]heptan-2-carbonyl]-7-methoxy-1-methyl-1H-1,3-benzodiazol-2-yl}-1-(cyclopropylmethyl)-1H-indol-7-yl)azetidin-1-carboxamid